N1=NN=CC=C1 diazapyridine